COC(=O)C1=C(C=C2C(C(N(C2=C1)C)=O)(C)CCOC)NC(=O)OC(C)(C)C 5-((tert-Butoxycarbonyl)amino)-3-(2-methoxyethyl)-1,3-dimethyl-2-oxoindoline-6-carboxylic acid methyl ester